FC=1C=C(C=CC1F)B(O)O 3,4-difluorophenyl-boronic acid